FC(C1(CC1)C1=NC(=NO1)C1CCN(CC1)C(=O)N)(F)F 4-{5-[1-(trifluoromethyl)cyclopropyl]-1,2,4-oxadiazol-3-yl}piperidine-1-carboxamide